alpha-D-galacturonic acid methyl ester COC([C@@H]1[C@@H]([C@@H]([C@H]([C@@H](O)O1)O)O)O)=O